5-chloro-2-(2,2-dimethylpropanoylamino)-N-[(1S)-3-(methylamino)-2,3-dioxo-1-[[(3S)-2-oxopyrrolidin-3-yl]methyl]propyl]benzamide ClC=1C=CC(=C(C(=O)N[C@H](C(C(=O)NC)=O)C[C@H]2C(NCC2)=O)C1)NC(C(C)(C)C)=O